ClC1=C(C(=CC=C1Cl)O)[C@H]1C[C@H]2CC(CC(N2C1)=O)N1C[C@@H](CC1)O (2R,8aS)-2-(2,3-dichloro-6-hydroxyphenyl)-7-[(3R)-3-hydroxypyrrolidin-1-yl]-hexahydro-1H-indolizin-5-one